OC(C(C=CC(=O)N)O)C=CC(=O)N 1,2-dihydroxyethylene-bisacrylamide